N-(4-(5-(difluoromethyl)-1,3,4-oxadiazol-2-yl)-2-fluorobenzyl)-2,4-difluoroaniline FC(C1=NN=C(O1)C1=CC(=C(CNC2=C(C=C(C=C2)F)F)C=C1)F)F